N-{5-azaspiro[3.5]nonan-8-yl}-1-[6-(2-hydroxyphenyl)pyridazin-4-yl]-4-(oxan-4-yl)piperidine-4-carboxamide C1CCC12NCCC(C2)NC(=O)C2(CCN(CC2)C2=CN=NC(=C2)C2=C(C=CC=C2)O)C2CCOCC2